O.ClC1=CC=C(C=C1)N(C(=O)OCC1CCC(CC1)COCC(=O)O)C1=CC=CC=C1 2-(((1r,4r)-4-(((4-chlorophenyl)(phenyl)carbamoyloxy)methyl)cyclohexyl)methoxy)acetic acid, hydrate